FC=1C(=CC(=C(C(=O)NC2=CC=CC=C2)C1)O[C@H](C(F)(F)F)C)N1N=C2N(CCCC2)C1=O 5-fluoro-4-(3-oxo-5,6,7,8-tetrahydro[1,2,4]triazolo[4,3-a]pyridin-2(3H)-yl)-N-phenyl-2-{[(2S)-1,1,1-trifluoropropan-2-yl]oxy}benzamide